8-(1-ethyl-1H-pyrazolo[3,4-b]pyrazin-6-yl)-2-(6-(trifluoromethyl)pyridin-3-yl)-2,8-diazaspiro[4.5]decan-3-one C(C)N1N=CC=2C1=NC(=CN2)N2CCC1(CC(N(C1)C=1C=NC(=CC1)C(F)(F)F)=O)CC2